C1(CC1)C1=NC=NC(=C1C1=NN2C(C(=CC=C2)CC2=CC(=C(C(=C2)OC)C=2N(C=C(N2)C(F)(F)F)CC)F)=N1)OC 2-(4-cyclopropyl-6-methoxypyrimidin-5-yl)-8-(4-(1-ethyl-4-(trifluoromethyl)-1H-imidazol-2-yl)-3-fluoro-5-methoxybenzyl)-[1,2,4]triazolo[1,5-a]pyridine